ClC1=NC=CC=2[C@]3(CCCC12)N=C1N(C=C(C=C1OC(F)F)C#N)C3 (S)-1'-chloro-8-(difluoromethoxy)-7',8'-dihydro-3H,6'H-spiro[imidazo[1,2-a]pyridine-2,5'-isoquinoline]-6-carbonitrile